1-(2-Methoxypyrimidin-5-yl)-1-((5-(trifluoromethyl)-1H-pyrazol-3-yl)methyl)-3-(3,4,5-trifluorophenyl)urea COC1=NC=C(C=N1)N(C(=O)NC1=CC(=C(C(=C1)F)F)F)CC1=NNC(=C1)C(F)(F)F